COCC(=CC1=CN=CC(=N1)N1CCC(CC1)C(=O)OCC)COC ethyl 1-(6-(3-methoxy-2-(methoxymethyl)prop-1-enyl)pyrazin-2-yl)piperidine-4-carboxylate